1-tert-pentyl-3,5-dimethoxy-benzene C(C)(C)(CC)C1=CC(=CC(=C1)OC)OC